Ethyl (3E)-4-[4-(2,6-dimethoxyphenyl)-5-(5-methylfuran-2-yl)-4H-1,2,4-triazol-3-yl]-2-oxobut-3-enoate COC1=C(C(=CC=C1)OC)N1C(=NN=C1C=1OC(=CC1)C)/C=C/C(C(=O)OCC)=O